ClCC1=NC2=CC(=C(C=C2C(N1)=O)OC)OC 2-chloromethyl-6,7-dimethoxyquinazolin-4(3H)-one